CC1=NC(=CC=C1N1CCN(CC1)CC=1C=CC=2C=3C(C(NC2C1)=O)=COC3)C(NC)=O 7-((4-(2-methyl-6-(methylcarbamoyl)pyridin-3-yl)piperazin-1-yl)methyl)furo[3,4-c]quinolin-4(5H)-one